zinc diborate B([O-])([O-])OB([O-])[O-].[Zn+2].[Zn+2]